3-(carbamothioyl-amino)propanoic acid C(N)(=S)NCCC(=O)O